C(#N)C=1NC(=C(N1)C#N)C#N.[Li] lithium 2,4,5-tricyanoimidazole salt